IC(C(=O)[O-])=CI 2,3-diiodoacrylate